O1C2=C(OC[C@H]1CNC(C1=CC=C(C=C1)OCCN(C)C)=O)C=CC=C2 (R)-N-((2,3-dihydrobenzo[b][1,4]dioxin-2-yl)methyl)-4-(2-(dimethylamino)ethoxy)benzamide